N-(3-chlorophenyl)-N-methyl-1-(4-(5-(trifluoromethyl)-1,2,4-oxadiazol-3-yl)phenyl)-1H-pyrazole-4-sulfonamide ClC=1C=C(C=CC1)N(S(=O)(=O)C=1C=NN(C1)C1=CC=C(C=C1)C1=NOC(=N1)C(F)(F)F)C